α-ethyl-β-propiolactone C(C)C1C(=O)OC1